tert-butyl (S)-(4-(3-chloro-4-(2-chloro-3-((4-(((2-hydroxyethyl)amino)methyl)-3-methoxypyridin-2-yl)amino)phenyl)pyridin-2-yl)-2-methoxybenzyl)((5-oxopyrrolidin-2-yl)methyl)carbamate ClC=1C(=NC=CC1C1=C(C(=CC=C1)NC1=NC=CC(=C1OC)CNCCO)Cl)C1=CC(=C(CN(C(OC(C)(C)C)=O)C[C@H]2NC(CC2)=O)C=C1)OC